1-butyl-3-methylimidazolium hydroxide [OH-].C(CCC)N1C=[N+](C=C1)C